5-chloro-7-ethyl-3-methyl-3,4-dihydropyrido[2,3-d]pyrimidin-2(1H)-one ClC1=CC(=NC=2NC(N(CC21)C)=O)CC